C(C)C(CCO)CCO 3-ethyl-1,5-pentanediol